C(C1CCNCC1)C1CCNCC1 4,4'-Methylenebis[piperidine]